C(C(C)(C)C)N1CC2=C(CC1)C(=NN2)C=O (6-neopentyl-4,5,6,7-tetrahydro-1H-pyrazolo[3,4-c]pyridin-3-yl)methanone